(3R)-3-(4-chlorophenyl)-2-[(5-chloropyridin-2-yl)methyl]-4-fluoro-6-[1-hydroxy-1-(1-methyl-1H-pyrazol-4-yl)ethyl]-3-[(3S)-oxolan-3-yloxy]-2,3-dihydro-1H-isoindol-1-one ClC1=CC=C(C=C1)[C@@]1(N(C(C2=CC(=CC(=C12)F)C(C)(C=1C=NN(C1)C)O)=O)CC1=NC=C(C=C1)Cl)O[C@@H]1COCC1